6-(5-Fluorofurfurylamino)-9-β-D-arabinofuranosylpurin FC1=CC=C(CNC2=C3N=CN(C3=NC=N2)[C@H]2[C@@H](O)[C@H](O)[C@H](O2)CO)O1